8-chloro-3-isopropylimidazo[1,5-a]pyrazine-5-carboxylic acid ClC=1C=2N(C(=CN1)C(=O)O)C(=NC2)C(C)C